3-thiopropionylamino-2-deoxygalactose C(CC)(=S)N[C@](CC=O)(O)[C@@H](O)[C@H](O)CO